1-((1r,3R,5S,7r)-3,5-dimethyladamantan-1-yl)-N4-Isobutylterephthalamide C[C@]12CC3(CC(C[C@@](C1)(C3)C)C2)C2(C(=O)N)CC=C(C(=O)NCC(C)C)C=C2